2-fluoro-4-({4-[({3-[methyl(methylsulfonyl)amino]pyridin-2-yl}methyl)amino]-5-(trifluoromethyl)pyrimidin-2-yl}amino)benzamide FC1=C(C(=O)N)C=CC(=C1)NC1=NC=C(C(=N1)NCC1=NC=CC=C1N(S(=O)(=O)C)C)C(F)(F)F